propyl-acrylic chloride C(CC)C(C(=O)Cl)=C